N[C@H](C)C=1C=C(C=C2C(C(=C(OC12)C1=NC=CN=C1)C)=O)C 8-[(1R)-1-Aminoethyl]-3,6-dimethyl-2-pyrazin-2-yl-chromen-4-one